C(C)NC(NC1=NC=CC(=C1)CN1CCN(C2CC12)C=1C=CC(=NC1F)C(=O)NC)=O 5-(5-((2-(3-ethylureido)pyridin-4-yl)methyl)-2,5-diazabicyclo[4.1.0]heptan-2-yl)-6-fluoro-N-methylpicolinamide